tris(trimethylsilyl)trisilane C[Si](C)(C)[Si]([SiH2][SiH3])([Si](C)(C)C)[Si](C)(C)C